OC12CCC(CC1)(CC2)NC(C2=CC=C(C=C2)C2=NC=C(C1=C2C=CN1)C)=O N-(4-hydroxy-bicyclo[2.2.2]oct-1-yl)-4-(7-methyl-1H-pyrrolo[3,2-c]pyridin-4-yl)benzamide